FC1(CCC(CC12CC2)C=N[S@@](=O)C2=CC=C(C=C2)C)F (S)-N-((8,8-difluorospiro[2.5]octan-5-yl)methylene)-4-methylbenzenesulfinamide